COS(=O)C1=CN=C(S1)C(C)(C)OC 2-(2-methoxypropan-2-yl)thiazole-5-sulfinic acid methyl ester